C(C)(C)(C)C1=C(C=CC(=C1)C(C)(C)C)OP(OC1=C(C=C(C=C1)C(C)(C)C)C(C)(C)C)C1(CC=C(C=C1)C1=CC=CC=C1)P(OC1=C(C=C(C=C1)C(C)(C)C)C(C)(C)C)OC1=C(C=C(C=C1)C(C)(C)C)C(C)(C)C Tetrakis(2,4-di-tert-butylphenyl)-4,4-biphenyldiphosphonit